3-chloro-5-((3-(4-hydroxyphenyl)-1-meth-oxy-1-oxopropan-2-yl-imino)methyl)phenyl 4-methylbenzoate CC1=CC=C(C(=O)OC2=CC(=CC(=C2)C=NC(C(=O)OC)CC2=CC=C(C=C2)O)Cl)C=C1